methyl 2-((4-(2-(4-chloro-2-fluorophenyl)-4,4-difluoro-2-methylchroman-8-yl) piperidin-1-yl) methyl)-1-(((S)-oxetan-2-yl) methyl)-1H-benzo[d]imidazole-6-carboxylate ClC1=CC(=C(C=C1)C1(OC2=C(C=CC=C2C(C1)(F)F)C1CCN(CC1)CC1=NC2=C(N1C[C@H]1OCC1)C=C(C=C2)C(=O)OC)C)F